C1(CCCCCCC1)C(C(C)=O)=[Se] 1-cyclooctylpropan-2-oneselon